C(CCC)N1N=NN=C1C(N1CCN(CC1)C1=CC=C(C=C1)C(C)=O)C1=CC(=CC=C1)O 1-(4-(4-((1-butyl-1H-tetrazol-5-yl)(3-hydroxyphenyl)methyl)piperazin-1-yl)phenyl)ethanone